methyl (E)-3-(3-bromophenyl)-2-methylacrylate BrC=1C=C(C=CC1)/C=C(/C(=O)OC)\C